C(#N)C(C(=O)O)=CC1=CN(C2=CC=CC=C12)C1=CC=CC=C1 2-cyano-3-(1-phenyl-1H-indol-3-yl)-2-propenoic acid